N[C@H]1CN(CCC1)C1=C2C(=NC=C1)N(C(=N2)C2=CC(=C(C#N)C=C2)F)C2=C(C=C(C=C2)N2C[C@H](CC2)Cl)F 4-(7-((R)-3-aminopiperidine-1-yl)-3-(4-((S)-3-chloropyrrolidine-1-yl)-2-fluorophenyl)-3H-imidazo[4,5-b]pyridine-2-yl)-2-fluorobenzonitrile